C1(CC1)CN1CCN(CC1)C1=CC=CC=2NC=NC21 4-(4-(cyclopropylmethyl)piperazin-1-yl)-1H-benzo[d]Imidazole